C(C)C1(CCC1)CC(=O)NC=1C=C(SC1)C1=CN=CC(=N1)C1=CC(=C(C(=O)N(C2CCN(CC2)C)C)C=C1)OC 4-(6-(4-(2-(1-ethylcyclobutyl)acetamido)thiophen-2-yl)pyrazin-2-yl)-2-methoxy-N-methyl-N-(1-methylpiperidin-4-yl)benzamide